(1-(2-amino-[1,2,4]triazolo[1,5-a]pyridin-6-yl)azetidin-3-yl)(thiazolidin-3-yl)methanone NC1=NN2C(C=CC(=C2)N2CC(C2)C(=O)N2CSCC2)=N1